m-toluic acid C1(=CC(=CC=C1)C(=O)O)C